C(C)OC(C(CC(=O)OCC)C12CCC(CC1)C2)=O norbornyl-succinic acid diethyl ester